Tert-butyl (3-exo)-3-[3-cyano-5-(5-methyl-1,3-thiazol-2-yl)phenoxy]-8-azabicyclo[3.2.1]octane-8-carboxylate C(#N)C=1C=C(OC2CC3CCC(C2)N3C(=O)OC(C)(C)C)C=C(C1)C=1SC(=CN1)C